N,N-dimethylaminopropyl-magnesium chloride CN(C)CCC[Mg]Cl